2-methyl-5-((4-methylthiazol-5-yl)methoxy)-N-(1-(oxazol-2-yl)ethyl)benzofuran-3-carboxamide CC=1OC2=C(C1C(=O)NC(C)C=1OC=CN1)C=C(C=C2)OCC2=C(N=CS2)C